C(#C)C=1C=NC(=NC1)N[C@H]1C[C@H](CCC1)N1CC2=CC=C(C=C2C1=O)NC(C=C)=O N-(2-((1S,3R)-3-((5-ethynylpyrimidin-2-yl)amino)cyclohexyl)-3-oxoisoindolin-5-yl)acrylamide